C1(CC1)C1=NN(C(=C1)SCC1CCN(CC1)C(=O)OC(C)(C)C)C tert-Butyl 4-(((3-cyclopropyl-1-methyl-1H-pyrazol-5-yl)thio)methyl)-piperidine-1-carboxylate